Hepta-4,6-diynoic acid C(CCC#CC#C)(=O)O